trans-3-fluoro-5-[(3S)-2-[4-[[3-fluoro-5-(2-methylimidazol-1-yl)phenyl]methyl]cyclohexanecarbonyl]isoxazolidin-3-yl]benzonitrile FC=1C=C(C#N)C=C(C1)[C@H]1N(OCC1)C(=O)[C@@H]1CC[C@H](CC1)CC1=CC(=CC(=C1)N1C(=NC=C1)C)F